3-(((7-(1H-pyrazol-4-yl)-2,3-dihydrofuro[3,2-c]pyridin-4-yl)amino)methyl)-N-(1-cyclopropylpiperidin-4-yl)benzamide N1N=CC(=C1)C=1C2=C(C(=NC1)NCC=1C=C(C(=O)NC3CCN(CC3)C3CC3)C=CC1)CCO2